(3-(cyclohex-2,4-dien-1-ylmethoxy)-5-methyl-6-(3-phenoxybenzyl)-2-propylpyridin-4-yl)methylamine C1(C=CC=CC1)COC=1C(=NC(=C(C1CN)C)CC1=CC(=CC=C1)OC1=CC=CC=C1)CCC